2,7-bis(di-p-tolylamino)benzo[b]benzo[4,5]thieno[2,3-d]thiophene 5,5-dioxide C1(=CC=C(C=C1)N(C=1C=CC2=C(SC3=C2S(C2=C3C=CC(=C2)N(C2=CC=C(C=C2)C)C2=CC=C(C=C2)C)(=O)=O)C1)C1=CC=C(C=C1)C)C